ClC1=CC(=C(N=N1)NC=1SC2=C(N1)C=CC=C2)C N-(6-chloro-4-methyl-pyridazin-3-yl)-1,3-benzothiazol-2-amine